C(#N)C1=CC=C(C=C1)[C@@H]1N(CC[C@@H](C1)O)C(=O)OCC1=CC=CC=C1 benzyl (2R,4S)-2-(4-cyanophenyl)-4-hydroxypiperidine-1-carboxylate